FC(C1=C(C=NC(=C1)NC1(CCC1)C)C1=C(N=C(S1)C(=O)N[C@H](C)C(C)(C)O)C(=O)N1[C@H](CCC1)C)F 5-(4-(difluoromethyl)-6-((1-methylcyclobutyl)amino)pyridin-3-yl)-N-((R)-3-hydroxy-3-methylButan-2-yl)-4-((S)-2-methylpyrrolidine-1-carbonyl)thiazole-2-carboxamide